CC=1C=C(C(=O)N)C=CC1B1OC(C(O1)(C)C)(C)C 3-methyl-4-(4,4,5,5-tetramethyl-1,3,2-dioxaborolan-2-yl)benzamide